COC1=C(C=C2C=CN=C3C(C4=C(C1=C23)C=C(C(=C4)OC)OC)=O)OC 1,2,9,10-tetramethoxy-7H-dibenzo[de,g]quinolin-7-one